CC1=CC=C(O1)C1=NC2=CC=CC=C2C=C1 2-(5-methylfuran-2-yl)quinoline